C(N)(=S)[C@H]1N(C[C@H](C1)OC)C(=O)OC(C)(C)C tert-butyl (2s,4S)-2-carbamothioyl-4-methoxypyrrolidine-1-carboxylate